4-[(3S,4S)-3-amino-4-fluoropyrrolidin-1-yl]-6-cyano-N-[(1S)-1-cyclopropylethyl]-5-(3,5-difluorophenyl)pyridine-3-carboxamide N[C@H]1CN(C[C@@H]1F)C1=C(C=NC(=C1C1=CC(=CC(=C1)F)F)C#N)C(=O)N[C@@H](C)C1CC1